(S)-2-amino-4-((4-(cyclopropyl-ethynyl)-6-fluoro-2-oxo-4-(trifluoromethyl)-1,2,3,4-tetra-hydroquinazolin-7-yl)methyl)-pyridin-1-ium 2,2,2-trifluoro-acetate FC(C(=O)[O-])(F)F.NC1=[NH+]C=CC(=C1)CC1=C(C=C2[C@](NC(NC2=C1)=O)(C(F)(F)F)C#CC1CC1)F